2-chloro-4,6-bis(trifluoromethyl)pyrimidine ClC1=NC(=CC(=N1)C(F)(F)F)C(F)(F)F